NC=1C=2N(C=CN1)C(=NC2C2=CC=C(CNC(C1=C(C=CC(=C1)F)OC)=O)C=C2)C21CCC(CC2)(CC1)CO N-(4-(8-amino-3-(4-(hydroxymethyl)bicyclo[2.2.2]octan-1-yl)imidazo[1,5-a]pyrazin-1-yl)benzyl)-5-fluoro-2-methoxybenzamide